N1(CCC1)CC1(CC1)NC(CC1=C(C=CC=C1C)C)=O N-(1-(azetidin-1-ylmethyl)cyclopropyl)-2-(2,6-dimethylphenyl)acetamide